9-(biphenyl-2-yl)-3,6-dibromo-9H-carbazole C1(=C(C=CC=C1)N1C2=CC=C(C=C2C=2C=C(C=CC12)Br)Br)C1=CC=CC=C1